O1C(CCCC1)N1N=CC2=CC(=CC=C12)B(O)O 1-(TETRAHYDRO-2H-PYRAN-2-YL)-1H-INDAZOLE-5-BORONIC ACID